NC(C(=O)[O-])CC(=O)[O-] Aminosuccinate